1-[3-(5-cyclopropylpyrimidin-2-yl)pyrazin-2-yl]ethanamine C1(CC1)C=1C=NC(=NC1)C=1C(=NC=CN1)C(C)N